C(#N)C1=C(C=CC(=C1)F)CC#N 2-cyano-4-fluorobenzeneacetonitrile